C(C)(=O)N1CC(C1)CC=1C(=CC=C2CCN(CC12)C(CCS(=O)(=O)C)=O)OC1=CC=C(C=C1)C(F)(F)F 1-(8-((1-acetylazetidin-3-yl)methyl)-7-(4-(trifluoromethyl)phenoxy)-3,4-dihydroisoquinolin-2(1H)-yl)-3-(methyl-sulfonyl)propan-1-one